1-methyl-3-(5-(trifluoromethyl)pyridin-2-yl)piperazine hydrochloride Cl.CN1CC(NCC1)C1=NC=C(C=C1)C(F)(F)F